6'-chloro-7'-fluoro-1'-(4-iodo-1-methyl-1H-pyrazol-5-yl)spiro[cyclopentane-1,3'-indoline]-2'-one ClC1=CC=C2C3(C(N(C2=C1F)C1=C(C=NN1C)I)=O)CCCC3